COC(=O)C1=CC2=C(CN([C@H](CO2)C2=CC=C(C=C2)C)C(=O)C2CCOCC2)C=C1 (S)-4-(tetrahydro-2H-pyran-4-carbonyl)-3-(p-tolyl)-2,3,4,5-tetrahydrobenzo[f][1,4]oxazepine-8-carboxylic acid methyl ester